FC=1C(=CC(=C(C1)NC1=NC=C(C(=N1)OC1=C2C(N(C3(C2=CC=C1)CC3)C)=O)C(F)(F)F)OC)N3CCC(CC3)N3CCN(CC3)C 4'-((2-((5-fluoro-2-methoxy-4-(4-(4-methylpiperazin-1-yl)piperidin-1-yl)phenyl)amino)-5-(trifluoromethyl)pyrimidin-4-yl)oxy)-2'-methylspiro[cyclopropane-1,1'-isoindoline]-3'-one